rac-4-(4-((1S,5R,6S)-2-Azabicyclo[4.1.0]heptan-5-yl)phenyl)-7-(4-(trifluoromethyl)phenyl)-2-naphthoic acid [C@H]12NCC[C@H]([C@@H]2C1)C1=CC=C(C=C1)C1=CC(=CC2=CC(=CC=C12)C1=CC=C(C=C1)C(F)(F)F)C(=O)O |r|